1-(p-methoxyphenyl)-1-buten-3-one CC(=O)/C=C/C1=CC=C(C=C1)OC